ClC1=C(C=CC(=C1F)[N+](=O)[O-])OC(C)C 2-chloro-3-fluoro-1-isopropoxy-4-nitrobenzene